2-(2,6-dioxopiperidin-3-yl)-5-((6-(2-methyl-4-(quinoxalin-2-yl)-1H-imidazol-1-yl)hexyl)amino)isoindoline-1,3-dione O=C1NC(CCC1N1C(C2=CC=C(C=C2C1=O)NCCCCCCN1C(=NC(=C1)C1=NC2=CC=CC=C2N=C1)C)=O)=O